7-acetylamino-6-hydroxy-2,2-dimethyl-3a,4,7,7a-tetrahydro-benzo[1,3]dioxole-4-carboxylate C(C)(=O)NC1C(=CC(C2C1OC(O2)(C)C)C(=O)[O-])O